ClC=1C=CC(=C(C(=O)NC2=NC=C(C=N2)Cl)C1)O 5-chloro-N-(5-chloro-2-pyrimidinyl)-2-hydroxybenzoamide